[4-(acetyloxy)-3,4-dihydro-3-methyl-1(2H)-quinolinyl][2-methyl-5-[3-(1-methylethyl)-1H-1,2,4-triazol-1-yl]phenyl]methanone C(C)(=O)OC1C(CN(C2=CC=CC=C12)C(=O)C1=C(C=CC(=C1)N1N=C(N=C1)C(C)C)C)C